C(C)(=O)N1CC(CCC1)C=1C=C(C=CC1)C1=NC(=NC=C1Cl)NC=1C=C(C=NC1)N1C(CCC1)=O 1-(5-((4-(3-(1-acetylpiperidin-3-yl)phenyl)-5-chloropyrimidin-2-yl)amino)pyridin-3-yl)pyrrolidin-2-one